6-chloro-N-(2-chloro-3-fluorophenyl)-1H-pyrrolo[2,3-b]pyridine-3-sulfonamide ClC1=CC=C2C(=N1)NC=C2S(=O)(=O)NC2=C(C(=CC=C2)F)Cl